NC=1C=C(C2=C(NC=N2)C1C(=O)N1CCC=2N(N=C3CCN(C[C@H]1C23)C(C=C)=O)C2=C(C=C(C=C2)C2CC2)O)Br |o1:23| (R or S)-1-(5-(6-amino-4-bromo-1H-benzo[d]imidazole-7-carbonyl)-2-(4-cyclopropyl-2-hydroxyphenyl)-2,3,4,5,5a,6,8,9-octahydro-7H-1,2,5,7-tetraazabenzo[cd]azulen-7-yl)prop-2-en-1-one